OC1=C2CC[C@H](OC2=CC(=C1)OC)C1=CC(=C(C=C1)OC)OC (2S)-5-hydroxy-7,3',4'-trimethoxyflavan